methyl 10,11-dihydrobenzo[6,7]oxepino[3,2-b]pyridine-11-carboxylate N1=C2C(=CC=C1)OC1=C(CC2C(=O)OC)C=CC=C1